5-Oxo-2-(4-phenoxyphenyl)-7-(piperidin-4-yl)-4,5-dihydropyrazolo[1,5-a]pyrimidine-3-carboxamide O=C1NC=2N(C(=C1)C1CCNCC1)N=C(C2C(=O)N)C2=CC=C(C=C2)OC2=CC=CC=C2